3'-Deoxy-3',4'-didehydrocytidine-5'-diphosphate P(O)(=O)(OP(=O)(O)O)OCC1=C[C@H]([C@@H](O1)N1C(=O)N=C(N)C=C1)O